4-(tert-butyl)-2-chlorophenyl ((((R)-1-(dimethylamino)-3-(2-(3-methoxy phenethyl) phenoxy)propan-2-yl)oxy)methyl) methylphosphoramidate compound with methane C.CNP(OC1=C(C=C(C=C1)C(C)(C)C)Cl)(OCO[C@H](CN(C)C)COC1=C(C=CC=C1)CCC1=CC(=CC=C1)OC)=O